C(C)OC(C)C1=NOC(=N1)C(CN1C(O[C@]2(C1)C[C@H](CCC2)CN2C=NC1=C2C=C(C=C1)C#N)=O)(C)C 1-{[(5S,7S)-3-(2-{3-[1-(ethyloxy)ethyl]-1,2,4-oxadiazol-5-yl}-2-methylpropyl)-2-oxo-1-oxa-3-azaspiro[4.5]dec-7-yl]methyl}-1H-benzimidazole-6-carbonitrile